N1=CC=NC2=CC(=CC=C12)CNC=1C=NC=CC1N1CCN(CC1)C(=O)OC(C)(C)C tert-butyl 4-(3-((quinoxalin-6-ylmethyl)amino)pyridin-4-yl)piperazine-1-carboxylate